mesyl-phosphoramidate S(=O)(=O)(C)NP([O-])([O-])=O